NC1=C(C=NN1C)S(=O)(=O)NC=1C=CC(=C2C(=CNC12)C#N)C 5-amino-N-(3-cyano-4-methyl-1H-indol-7-yl)-1-methyl-pyrazole-4-sulfonamide